4-[4-cyano-6-[1-(3-hydroxy-3-methylbutyl)pyrazol-4-yl]-2-methylindazol-3-yl]-2-(difluoromethoxy)-N-[(1-fluorocyclopropyl)methyl]-6-methoxybenzamide C(#N)C=1C2=C(N(N=C2C=C(C1)C=1C=NN(C1)CCC(C)(C)O)C)C1=CC(=C(C(=O)NCC2(CC2)F)C(=C1)OC)OC(F)F